C(C)[O-].C(C)[O-].[Zn+2] zinc diethanolate